N-(benzylsulfonyl)-4-(2,6-dimethoxyphenyl)-5-(6-methoxypyridin-2-yl)-4H-1,2,4-triazole-3-carboxamide C(C1=CC=CC=C1)S(=O)(=O)NC(=O)C1=NN=C(N1C1=C(C=CC=C1OC)OC)C1=NC(=CC=C1)OC